C(C)(C)(C)OC(=O)N1CCC(CC1)(CO)C([C@H](C)O)O 4-[(2S)-1,2-dihydroxypropyl]-4-(hydroxymethyl)piperidine-1-carboxylic acid tert-butyl ester